COC1=CC=C(CN2CC3=CC=CC(=C3CC2)C(CC(=O)O)C2=CC=CC=C2)C=C1 3-(2-(4-methoxybenzyl)-1,2,3,4-tetrahydroisoquinolin-5-yl)-3-phenylpropionic acid